C(CCC)C1NS(C2=C(N(C1)C1=CC=CC=C1)C=C(C(=C2)OC=C(C(=O)O)F)SCC)(=O)=O 3-((3-butyl-7-(ethylthio)-1,1-dioxido-5-phenyl-2,3,4,5-tetrahydro-1,2,5-benzothiadiazepin-8-yl)oxy)-2-fluoroacrylic acid